γ-glycidoxypropyl-ethyldiethoxysilane C(C1CO1)OCCC[Si](OCC)(OCC)CC